O1[C@H](CC1)C(=O)N1CC2(CC2)[C@@H]([C@@H]1CC=1C(=C(C=C(C1)F)C1=CC(=CC(=C1)F)F)F)NS(=O)(=O)CC N-((6S,7S)-5-((R)-oxetane-2-carbonyl)-6-((2,3',5,5'-tetrafluoro-[1,1'-biphenyl]-3-yl)methyl)-5-azaspiro[2.4]heptan-7-yl)ethanesulfonamide